5-Amino-4-methoxypyrazolo[1,5-a]pyridine-3-carbonitrile NC1=C(C=2N(C=C1)N=CC2C#N)OC